Benzfluorenamine C1(=CC=CC=2C=CC=3C=4C=CC=CC4CC3C21)N